N-(4-aminopyridin-2-yl)-3-(morpholin-4-yl)propenamide NC1=CC(=NC=C1)NC(C=CN1CCOCC1)=O